O[C@]1(CN(CC1)C)COC=1C(=CC(=NC1)C)C1=CC=2N(C=C1)N=C(C2)NC(=O)C2CC2 (R)-N-[5-[5-[(3-hydroxy-1-methyl-pyrrolidin-3-yl)methoxy]-2-methyl-4-pyridyl]pyrazolo[1,5-a]pyridin-2-yl]cyclopropanecarboxamide